CC=1C=C(SC1)P(C1=CC=CC=C1)(C1=CC=CC=C1)=O (4-methylthiophene-2-yl)diphenyl-phosphine oxide